C(C(C)C)(=O)OC1=CC(=CC(=C1)C=NCCC1=CC=CC=C1)Br 3-bromo-5-((phenethyl-imino)methyl)phenyl isobutyrate